sodium (±)-2-hydroxybutyrate O[C@@H](C(=O)[O-])CC.[Na+] |r|